FC=1C=C2C(C(=C(NC2=CC1OC)C)C1=CC=C(C(=O)O)C=C1)=O 4-(6-fluoro-7-methoxy-2-methyl-4-oxo-1H-quinolin-3-yl)benzoic acid